2-chloro-1'-[(4-chloro-6-methyl-pyrazolo[1,5-a]pyrazin-2-yl)methyl]-2'-methyl-spiro[4,5-dihydrothieno[2,3-c]pyran-7,4'-piperidine]-4-ol ClC1=CC2=C(S1)C1(CC(N(CC1)CC1=NN3C(C(=NC(=C3)C)Cl)=C1)C)OCC2O